2-acetylpyrazine C(C)(=O)C1=NC=CN=C1